tert-butyl 4-(chloro(hydroxyimino)methyl)piperidine-1-carboxylate ClC(C1CCN(CC1)C(=O)OC(C)(C)C)=NO